5-(2,2,2-trifluoroethoxy)pyrazole-3-carboxamide FC(COC1=CC(=NN1)C(=O)N)(F)F